hydroxy-2-methyl-butyraldehyde OC(C=O)(CC)C